N-(4-(1-amino-3-(3,5-dicyano-4-ethyl-6-(4-methyl-1,4-diazepan-1-yl)pyridin-2-yl)-1-oxopropan-2-yl)phenyl)-N-methylacrylamide NC(C(CC1=NC(=C(C(=C1C#N)CC)C#N)N1CCN(CCC1)C)C1=CC=C(C=C1)N(C(C=C)=O)C)=O